N-(Ethoxycarbonylmethyl)-6-Methoxyquinolinium Bromide [Br-].C(C)OC(=O)C[N+]1=CC=CC2=CC(=CC=C12)OC